5-chloro-1-((2-(trimethylsilyl)ethoxy)methyl)-1H-benzo[d]imidazole ClC1=CC2=C(N(C=N2)COCC[Si](C)(C)C)C=C1